bis(4-t-butoxycarbonyloxyphenyl)hafnium (IV) C(C)(C)(C)OC(=O)OC1=CC=C(C=C1)[Hf+2]C1=CC=C(C=C1)OC(=O)OC(C)(C)C